C(C)N1C(=NCCC1)C Ethyl-2-methyl-1,4,5,6-tetrahydropyrimidin